N-{[(1s,4s)-4-bromocyclohexyl]methyl}-3,5-difluoro-4-[(4-methoxyphenyl)methoxy]benzamide BrC1CCC(CC1)CNC(C1=CC(=C(C(=C1)F)OCC1=CC=C(C=C1)OC)F)=O